(S)-2-methyl-6-(pyrrolidin-3-yloxy)furo[2,3-h]quinazolin-4-ol CC1=NC2=C3C(=C(C=C2C(=N1)O)O[C@@H]1CNCC1)OC=C3